Mercapto-gold S[Au]